bis(1-ethyl-2-methylindol-3-yl)phthalide tert-butyl-(S)-(4-(4-(3-amino-2-chlorophenyl)-3-chloropyridin-2-yl)-2-methoxybenzyl)((5-oxopyrrolidin-2-yl)methyl)carbamate C(C)(C)(C)OC(N(C[C@H]1NC(CC1)=O)CC1=C(C=C(C=C1)C1=NC=CC(=C1Cl)C1=C(C(=CC=C1)N)Cl)OC)=O.C(C)N1C(=C(C2=CC=CC=C12)C1(OC(=O)C2=CC=CC=C12)C1=C(N(C2=CC=CC=C12)CC)C)C